C1(CC1)C=1N=CC2=CC=C(C=C2C1)O 3-Cyclopropylisoquinolin-6-ol